ClC1=CC=C2C(=N1)SC(=C2)[C@@H](O)C2CC(C2)(F)F (S)-(6-chlorothieno[2,3-b]pyridin-2-yl)(3,3-difluorocyclobutyl)methanol